1-((5-bromothiophen-2-yl)sulfonyl)-5-(1-cyanocyclopentyl)-2-hydroxy-N3-methylisophthalamide BrC1=CC=C(S1)S(=O)(=O)C1(C(=O)N)C(C(C(=O)NC)=CC(=C1)C1(CCCC1)C#N)O